N-[(6-Amino-2-pyridyl)sulfonyl]-5-[3-isopropoxy-5-(trifluoromethyl)phenyl]-2-(2,2,4-trimethylpyrrolidin-1-yl)pyridin-3-carboxamid NC1=CC=CC(=N1)S(=O)(=O)NC(=O)C=1C(=NC=C(C1)C1=CC(=CC(=C1)C(F)(F)F)OC(C)C)N1C(CC(C1)C)(C)C